C(C1=CC=CC=C1)OCC1CCC(CC1)C(NC1=C(C=C(C(=C1)OC)Br)I)=S 4-(benzyloxymethyl)-N-(4-bromo-2-iodo-5-methoxy-phenyl)cyclohexanethiocarboxamide